C1(=C(C=CC=C1)C1=C([Se]C2=C1C=CC=C2)C2=C(C=CC=C2)C2=NN=NC(=C2C2=CC=CC=C2)C2=CC=CC=C2)C2=CC=CC=C2 biphenylyl[(diphenyltriazinyl)phenyl]benzoselenophene